COC=1C=C(C=C(C1OC)OC)/C=C/C(=O)N1C(C=CC(=C1O)O)=O 1-[(2E)-3-(3,4,5-trimethoxyphenyl)prop-2-enoyl]-5,6-dihydroxypyridin-2(1H)-one